OC=1C(=NC(=NC1O)C)C(=O)NCC1=CC(=CC=C1)OC 5,6-dihydroxy-N-(3-methoxybenzyl)-2-methylpyrimidine-4-carboxamide